4,5-diethyldioxolane C(C)C1OCOC1CC